C(C)(=O)C1=CC(=C2C=C(C=CN12)OC)C(=O)NC1=C(C(=CC(=C1)C(F)(F)F)C=1C=NN(C1)C)F 3-acetyl-N-(2-fluoro-3-(1-methyl-1H-pyrazol-4-yl)-5-(trifluoromethyl)phenyl)-7-methoxyindolizine-1-carboxamide